O1C(CCCC1)N1N=CC(=C1)S (tetrahydro-2H-pyran-2-yl)-1H-pyrazole-4-thiol